7-benzyl-2-chloro-5H,6H,8H,9H-pyrazino[2,3-d]azepine C(C1=CC=CC=C1)N1CCC2=C(CC1)N=CC(=N2)Cl